2-Amino-6-methylbenzylamine NC1=C(CN)C(=CC=C1)C